5-bromo-N-(2,6-dioxopiperidin-3-yl)pyridine-2-carboxamide BrC=1C=CC(=NC1)C(=O)NC1C(NC(CC1)=O)=O